C1(CCCC1)N1[C@@H](C(N(C=2C=NC(=NC12)N(C1=C(C=C(C(=O)OC)C=C1)OC)C)C)=O)CC methyl 4-[[(7R)-8-cyclopentyl-7-ethyl-5-methyl-6-oxo-7H-pteridin-2-yl]-methyl-amino]-3-methoxy-benzoate